tert-butyl 4-amino-5-chloroindoline-1-carboxylate NC1=C2CCN(C2=CC=C1Cl)C(=O)OC(C)(C)C